naphthacene acetate C(C)(=O)O.C1=CC=CC2=CC3=CC4=CC=CC=C4C=C3C=C12